5-amino-3-([4-[1-methyl-4-(trifluoromethyl)imidazol-2-yl]phenyl]methyl)-[1,3]thiazolo[4,5-d]pyrimidin-2-one NC=1N=CC2=C(N1)N(C(S2)=O)CC2=CC=C(C=C2)C=2N(C=C(N2)C(F)(F)F)C